2-(4-fluoro-3-nitrophenyl)-5-methoxy-6-(1-methyl-1H-indol-3-yl)pyrimidine-2,4-diamine FC1=C(C=C(C=C1)C1(NC(=C(C(=N1)N)OC)C1=CN(C2=CC=CC=C12)C)N)[N+](=O)[O-]